N-((S)-(4,4-Difluorocyclohexyl)(6-((R)-1-(4,4,4-trifluorobutanamido)ethyl)-1H-benzo[d]imidazol-2-yl)methyl)-1-(3,3-difluoropropyl)-1H-1,2,3-triazole-5-carboxamide FC1(CCC(CC1)[C@H](NC(=O)C1=CN=NN1CCC(F)F)C1=NC2=C(N1)C=C(C=C2)[C@@H](C)NC(CCC(F)(F)F)=O)F